ClC1=CC=C2C(=CC=NC2=C1)N(C(CNC)C=1N=NC=CN1)C N1-(7-chloroquinolin-4-yl)-N1,N2-dimethyl-(1,2,4-triazin-3-yl)ethane-1,2-diamine